[Cl-].O1[C+]=CC=C1 furanylium chloride salt